4-benzyl-6-chloro-1H-quinolin C(C1=CC=CC=C1)C1=CCNC2=CC=C(C=C12)Cl